C12N(CC(NC1)CC2)C2=C1CN(C(C1=CC(=C2F)F)=O)C2CNCCC2 3-(4-(2,5-diazabicyclo[2.2.2]octan-2-yl)-5,6-difluoro-1-oxoisoindoline-2-yl)piperidine